COC=1C(=CC(=C(C1)N1CCC(CC1)CO)C=1C=NN(C1)C)[N+](=O)[O-] (1-(5-methoxy-2-(1-methyl-1H-pyrazol-4-yl)-4-nitrophenyl)piperidin-4-yl)methanol